FC1=C(C=C(C=C1)NC(=O)C=1N(C=C2C1OC[C@H]1[C@@H](NS2(=O)=O)CN(C1)C(C(=O)NCC(C)C)=O)C)C (3aR,10aR)-N-(4-fluoro-3-methylphenyl)-2-(2-(isobutylamino)-2-oxoacetyl)-7-methyl-2,3,3a,4,10,10a-hexahydro-1H,7H-dipyrrolo[3,4-b:3',4'-f][1,4,5]oxathiazocine-8-carboxamide 5,5-dioxide